6-(2-Butylphenylimino)ethyl-2-acetylpyridin C(CCC)C1=C(C=CC=C1)N=CCC1=CC=CC(=N1)C(C)=O